ClC=1SC(=CN1)S(=O)(=O)N1CCC(CC1)C=1C(=CC=2N(C1)N=CN2)CC 2-chloro-5-((4-(7-ethyl-[1,2,4]triazolo[1,5-a]pyridin-6-yl)piperidin-1-yl)sulfonyl)thiazole